O1CC(CC1)NC1=NC=C(C(=O)N)C=C1 6-((tetrahydrofuran-3-yl)amino)nicotinamide